(R)-3-(benzyloxy)-N,N-dimethyl-2-((2-oxo-4-(o-tolyl)-2H-chromen-7-yl)oxy)propanamide C(C1=CC=CC=C1)OC[C@H](C(=O)N(C)C)OC1=CC=C2C(=CC(OC2=C1)=O)C1=C(C=CC=C1)C